N-(7-Butyl-6,8-dioxo-6,7,8,9-tetrahydro-1H-purin-2-yl)acetamide C(CCC)N1C(NC=2N=C(NC(C12)=O)NC(C)=O)=O